1-(2-ethyl-6-methylphenyl)-6-fluoro-7-(2-fluorophenyl)-4-((2S)-2-methyl-4-(2-propenoyl)-1-piperazinyl)pyrido[2,3-d]pyrimidin-2(1H)-one C(C)C1=C(C(=CC=C1)C)N1C(N=C(C2=C1N=C(C(=C2)F)C2=C(C=CC=C2)F)N2[C@H](CN(CC2)C(C=C)=O)C)=O